BrC1=C(C=C(C(=C1)Br)OC)S(=O)(=O)N[C@@H](CNCC(C)(C)C)CCCC (R)-2,4-dibromo-5-methoxy-N-(1-(neopentylamino)hexan-2-yl)benzenesulfonamide